O[C@@H](CC(CCC[C@H](N)C(=O)O)N)[C@H]([C@@H]([C@@H](CO)O)O)O 6-((2S,3R,4R,5R)-2,3,4,5,6-pentahydroxyhexyl)-L-lysine